6-cyclopentyl-2-(3-ethyl-1-methyl-1H-pyrazol-4-yl)-5-iodo-4(3H)-pyrimidinone C1(CCCC1)C1=C(C(NC(=N1)C=1C(=NN(C1)C)CC)=O)I